BrC1=NC=C(C(=C1N)Cl)C 2-bromo-4-chloro-5-methylpyridin-3-amine